NC1=CC(=C(S1)C(=O)OCCCC)CC Butyl 5-amino-3-ethyl-2-thiophenecarboxylate